2-(1-(3-(benzyloxy)phenyl)cyclopropyl)-3,5,6,7,8,9-hexahydro-4H-pyrimido[5,4-c]azepin-4-one C(C1=CC=CC=C1)OC=1C=C(C=CC1)C1(CC1)C=1NC(C=2CNCCCC2N1)=O